FC(C=1C=C(C=C(C1)C(F)(F)F)C1=NN(C=N1)\C=C/1\C(N(C(N1CCN(C)C)=O)C)=O)(F)F (Z)-5-((3-(3,5-bis(trifluoromethyl)phenyl)-1H-1,2,4-triazol-1-yl)methylene)-1-(2-(Dimethylamino)ethyl)-3-methylimidazoline-2,4-dione